C(CCC(=O)OCCCCCCCC\C=C/CCCCCCCC)(=O)OC=CCCCCCCCCCC dodecenyl oleyl succinate